1-(2-(1-(4-((2,3-difluorobenzyl)oxy)phenyl)imidazo[1,5-a]pyrazin-3-yl)pyrrolidin-1-yl)prop-2-en-1-one FC1=C(COC2=CC=C(C=C2)C=2N=C(N3C2C=NC=C3)C3N(CCC3)C(C=C)=O)C=CC=C1F